pyridinic acid N1=C(C=CC=C1)C(=O)O